COC([C@H](N)CCC(=O)O)=O D-glutamic acid-Methyl ester